2-(5-chloro-4-fluoro-2-isopropoxy-3-(6-(trifluoromethyl)pyridin-3-yl)phenyl)-N-((3-chloropyrazin-2-yl)methyl)propanamide ClC=1C(=C(C(=C(C1)C(C(=O)NCC1=NC=CN=C1Cl)C)OC(C)C)C=1C=NC(=CC1)C(F)(F)F)F